ethyl-3-((1r,4r)-4-(3-bromo-2-methylphenoxy)cyclohexyl)propanoate C(C)OC(CCC1CCC(CC1)OC1=C(C(=CC=C1)Br)C)=O